O=C1NC(C2=CC=CC=C12)=O 1,3-Dihydro-1,3-dioxoisoindol